tert-butyl (4-(3-(4-((3R,5S)-3,5-dimethylpiperazin-1-yl)-3,5-difluorophenyl)-2-methyl-3H-imidazo[4,5-b]pyridin-5-yl)pyridin-2-yl)carbamate C[C@@H]1CN(C[C@@H](N1)C)C1=C(C=C(C=C1F)N1C(=NC=2C1=NC(=CC2)C2=CC(=NC=C2)NC(OC(C)(C)C)=O)C)F